FC=1C=C(C(NC1)=O)[C@H](COC)C=1C=CC2=C(N=C(O2)[C@H](C2CCC(CC2)F)NC(OCC2=CC=CC=C2)=O)C1 Benzyl ((S)-(5-((R)-1-(5-fluoro-2-oxo-1,2-dihydropyridin-3-yl)-2-methoxyethyl)-benzo[d]oxazol-2-yl)((1r,4S)-4-fluorocyclohexyl)methyl)carbamate